(3aS,4S,6aR)-2-oxohexahydrothieno[3,4-d]imidazole-4-pentanoic acid O=C1N[C@H]2[C@@H](N1)CS[C@H]2CCCCC(=O)O